OC1=CC=C(C=C1)N(C(=O)C1=C(NC(=C1)C1=CC2=C(OCO2)C=C1C(=O)N1CC2=CC=CC=C2C[C@H]1CN1CCOCC1)C)C=1C=NN(C1)C N-(4-Hydroxyphenyl)-2-methyl-N-(1-methyl-1H-pyrazol-4-yl)-5-(6-{[(3S)-3-(morpholin-4-ylmethyl)-3,4-dihydroisoquinolin-2(1H)-yl]carbonyl}-1,3-benzodioxol-5-yl)-1H-pyrrole-3-carboxamide